C(C)OC([C@@H](CCC(=O)O)NC([C@H](C(C)(C)C)NC(=O)NC1=CC=C(C=C1)F)=O)=O (R)-5-ethoxy-4-((S)-2-(3-(4-fluorophenyl)ureido)-3,3-dimethylbutanamido)-5-oxopentanoic acid